3-((4-(1-(2-chloroacetyl)piperidin-4-yl)phenyl)amino)piperidine-2,6-dione ClCC(=O)N1CCC(CC1)C1=CC=C(C=C1)NC1C(NC(CC1)=O)=O